5-[3-[(3R,9aS)-3-(3-Chloro-4-fluorophenyl)-3,4,6,7,9,9a-hexahydro-1H-pyrazino[2,1-c][1,4]oxazin-8-carbonyl]-2-chlorophenyl]-1H-pyridazin-4-on ClC=1C=C(C=CC1F)[C@@H]1CN2[C@H](CO1)CN(CC2)C(=O)C=2C(=C(C=CC2)C=2C(C=NNC2)=O)Cl